C(C1=CC=CC=C1)N1[C@H](CC(C[C@H]1C=1N=NN(C1)C)C(=O)N(CC1=CC=C(C=C1)OC)C1=C(C=C(C=C1)C(F)(F)F)Br)C (2S,6S)-1-benzyl-N-[2-bromo-4-(trifluoromethyl)-phenyl]-N-[(4-methoxyphenyl)methyl]-2-methyl-6-(1-methyltriazol-4-yl)piperidine-4-carboxamide